(4-Fluorobenzyl)-N-(4-isobutoxybenzyl)-4-(piperidin-4-yl)pyrimidin-2-amine FC1=CC=C(CC=2C(=NC(=NC2)NCC2=CC=C(C=C2)OCC(C)C)C2CCNCC2)C=C1